5-(1-Methyl-1H-pyrazol-3-yl)-N-(4,4,4-trifluoro-3-hydroxybutan-2-yl)-6-[4-(trifluoromethyl)phenoxy]pyridine-3-carboxamide CN1N=C(C=C1)C=1C=C(C=NC1OC1=CC=C(C=C1)C(F)(F)F)C(=O)NC(C)C(C(F)(F)F)O